C(C1=CC=CC=C1)N1N=C(N=C1)N1CCN(CC1)C=1C=NN2C1C=CC(=C2)C=2C=NN(C2)C 3-(4-(1-benzyl-1H-1,2,4-triazoL-3-yl)piperazin-1-yl)-6-(1-methyl-1H-pyrazol-4-yl)pyrazolo[1,5-a]pyridine